C=1(C(=CC=CC1)C(=O)N=C=NC1CCCCC1)C N-toluoyl-N'-cyclohexylcarbodiimide